1-cyclopropyl-5-[(2R,4S,6R)-4-[6,7-dimethyl-4-[3-(trifluoromethyl)-1-bicyclo[1.1.1]pentanyl]pteridin-2-yl]-6-methyl-tetrahydropyran-2-yl]pyridin-2-one C1(CC1)N1C(C=CC(=C1)[C@@H]1O[C@@H](C[C@@H](C1)C1=NC2=NC(=C(N=C2C(=N1)C12CC(C1)(C2)C(F)(F)F)C)C)C)=O